ClC1=NC(=NC(=C1)N1N=C(C=C1)C1=CC(=CC=C1)C)N 4-chloro-6-[3-(3-methylphenyl)-1H-pyrazol-1-yl]pyrimidin-2-amine